(1R,2R,5S,6R,Z)-3-(3-chlorophenyl)-N'-hydroxy-2-methyl-3-azabicyclo[3.1.0]hexane-6-carboxamidine ClC=1C=C(C=CC1)N1[C@@H]([C@H]2[C@@H]([C@H]2C1)/C(=N/O)/N)C